CS(=O)(=O)NC=1C=CC2=C(C=C(S2)B(O)O)C1 [5-(methanesulfonamido)benzothiophen-2-yl]Boronic acid